C(#N)C1=C(OCC(=O)N)C=CC=C1 (2-cyanophenoxy)acetamide